CC1=NOC=C1C1=CC=C2C(N(C=NC2=C1)CC=1C=C(C(=O)NCCC=2C=NC=CC2)C=CC1)=O 3-((7-(3-Methylisoxazol-4-yl)-4-oxoquinazolin-3(4H)-yl)methyl)-N-(2-(pyridin-3-yl)ethyl)benzamide